CO\N=C\1/CCCC2=CC(=CC(=C12)Br)Cl (E)-8-bromo-6-chloro-3,4-dihydronaphthalen-1(2H)-one O-methyloxime